dimethyl-(vinyl)(2-(4-vinylphenyl)ethyl)silane C[Si](CCC1=CC=C(C=C1)C=C)(C=C)C